bromoethane-D3 [2H]C([2H])([2H])CBr